N-(4'-((2-(1,1-difluoroethyl)pyrimidin-4-yl)amino)-5-fluoro-4-methoxy-[2,3'-bipyridin]-6'-yl)acetamide FC(C)(F)C1=NC=CC(=N1)NC1=C(C=NC(=C1)NC(C)=O)C1=NC=C(C(=C1)OC)F